4-(3,4-difluorobenzyl)-N-hydroxy-3-oxo-3,4-dihydro-2H-benzo[b][1,4]oxazine-6-carboxamide FC=1C=C(CN2C3=C(OCC2=O)C=CC(=C3)C(=O)NO)C=CC1F